OC=1C=CC(=NC1)NC(=O)N1CCN(CC1)C1=C2C=NN(C2=CC=C1)C N-(5-hydroxypyridin-2-yl)-4-(1-methyl-1H-indazol-4-yl)piperazine-1-carboxamide